1-(4-chlorophenyl)-2-thiocyano-1-ethanol ClC1=CC=C(C=C1)C(CSC#N)O